3-(1H-pyrrol-3-yl)-1H-pyrazole-4-carbaldehyde N1C=C(C=C1)C1=NNC=C1C=O